O=C1NC(CCC1N1C(C2=CC=CC(=C2C1)CN(C1CCN(CC1)C1=NC(=C(C(=O)N)C=C1)C1=CC=C(C=C1)OC1=CC=CC=C1)C)=O)=O 6-(4-(((2-(2,6-dioxopiperidin-3-yl)-1-oxoisoindoline-4-yl)methyl)(methyl)amino)piperidine-1-yl)-2-(4-phenoxyphenyl)nicotinamide